C1(CCCCC1)NC=1C2=C(N=CC1C#CC1=NC=CC=C1C(F)(F)F)NC=C2 N-cyclohexyl-5-((3-(trifluoromethyl)pyridin-2-yl)ethynyl)-1H-pyrrolo[2,3-b]Pyridin-4-amine